3-chloro-5-fluoro-4-(6-((6-(7-hydroxy-5-azaspiro[2.4]heptan-5-yl)pyrimidin-4-yl)amino)-1H-pyrazolo[4,3-c]pyridin-1-yl)benzonitrile ClC=1C=C(C#N)C=C(C1N1N=CC=2C=NC(=CC21)NC2=NC=NC(=C2)N2CC1(CC1)C(C2)O)F